COC(=O)C=1C(=CC=CC1)C(=O)OC benzene-1,2-dicarboxylic acid dimethyl ester